C1(CCC1)N1CC2(CN(C2)C2=C(N=C(S2)C2=NNC(=C2C(C)C)C=2C=C(C=3N(C2)N=CN3)OC)C)C1 5-(6-cyclobutyl-2,6-diazaspiro[3.3]heptan-2-yl)-2-(4-isopropyl-5-(8-methoxy-[1,2,4]triazolo[1,5-a]pyridin-6-yl)-1H-pyrazol-3-yl)-4-methylthiazole